BrC1=C(SC(=C1)Br)C=1SC=CC1 3,5-dibromo-bithiophene